OC1CN(C1)C1=NC=C(C=N1)NC(=O)N[C@@H](C(F)(F)F)C=1OC2=C(C1C)C=C(C=C2)F (R)-1-(2-(3-hydroxyazetidin-1-yl)pyrimidin-5-yl)-3-(2,2,2-trifluoro-1-(5-fluoro-3-methylbenzofuran-2-yl)ethyl)urea